CSC1=NN=C(O1)CCO 2-(5-methylthio-1,3,4-oxadiazolyl)ethanol